COC(CN1CC2(CC1)CCN(CC2)C(=O)OC(C)(C)C)=O Tert-butyl 2-(2-methoxy-2-oxoethyl)-2,8-diazaspiro[4.5]decane-8-carboxylate